3-trifluoromethyl-thiophene-2-carboxylic acid FC(C1=C(SC=C1)C(=O)O)(F)F